ClC1=C(C=CC=C1F)NN1C(=CC=2C(NCCC21)=O)C2=C(C=NC=C2)OC[C@H]2N(CCC2)C(C=C)=O [(2-chloro-3-fluorophenyl)amino]-2-(3-{[(2S)-1-(prop-2-enoyl)pyrrolidin-2-yl]methoxy}pyridin-4-yl)-1H,5H,6H,7H-pyrrolo[3,2-c]pyridin-4-one